Cl.NC1CC2CCC(C1)N2C(=O)C=2SC(=C(C2)C=2C=NC=NC2)C2=CC1=C(C(=NO1)C)C=C2F (3-amino-8-azabicyclo[3.2.1]octan-8-yl)(5-(5-fluoro-3-methylbenzo[d]isoxazol-6-yl)-4-(pyrimidine-5-yl)thiophen-2-yl)methanone hydrochloride